tert-butyl (2-(2-butylbenzo[d]oxazol-6-yl)-3-fluoroallyl)carbamate C(CCC)C=1OC2=C(N1)C=CC(=C2)C(CNC(OC(C)(C)C)=O)=CF